5-((4-(2,2-Difluoroethyl)-6-fluoro-1-tosyl-1H-indol-5-yl)oxy)-2-fluorobenzonitrile FC(CC1=C2C=CN(C2=CC(=C1OC=1C=CC(=C(C#N)C1)F)F)S(=O)(=O)C1=CC=C(C)C=C1)F